NC=1C(=NC(=C(N1)C=1OC=CN1)C=1C=CC=2N(C1)C(=CN2)C)C(=O)NCCOC(F)(F)F 3-amino-6-(3-methylimidazo[1,2-a]pyridin-6-yl)-5-(oxazol-2-yl)-N-(2-(trifluoromethoxy)ethyl)pyrazine-2-carboxamide